6-bromo-7-fluoro-N4-isopropylcinnoline-3,4-diamine BrC=1C=C2C(=C(N=NC2=CC1F)N)NC(C)C